2-[(1S)-1-cyclohexylethoxy]-5-fluoro-4-(3-oxo-5,6,7,8-tetrahydro[1,2,4]triazolo[4,3-a]pyridin-2(3H)-yl)-N-[3-(trifluoromethyl)phenyl]benzamide C1(CCCCC1)[C@H](C)OC1=C(C(=O)NC2=CC(=CC=C2)C(F)(F)F)C=C(C(=C1)N1N=C2N(CCCC2)C1=O)F